CC([O-])C.CC([O-])C.CC([O-])C.[V+3] Vanadium tris(isopropoxide)